5-acetyl-2-(2-chloro-5-fluoropyrimidin-4-yl)-6,6-dimethyl-5,6-dihydro-4H-thieno[2,3-c]pyrrol-4-one C(C)(=O)N1C(C2=C(C1=O)C=C(S2)C2=NC(=NC=C2F)Cl)(C)C